N1=C(C(=CC=C1)C1=CNCC=C1)C(=O)O 1',6'-dihydro-3,3'-bipyridine-2-carboxylic acid